COC1=CC=C(CN(C=2C=3N(C=C(N2)C=2C=C(C#N)C=CC2)N=C(N3)O)CC3=CC=C(C=C3)OC)C=C1 3-(8-(Bis(4-methoxybenzyl)amino)-2-hydroxy-[1,2,4]triazolo[1,5-a]pyrazin-6-yl)benzonitrile